BrC=1C(=C(C(=CC1[N+](=O)[O-])F)N1C[C@H](CC1)OC)F (S)-1-(3-bromo-2,6-difluoro-4-nitrophenyl)-3-methoxypyrrolidine